2-trifluoromethyl-thienopyrimidinone FC(C1=NC2=C(C=N1)S(C=C2)=O)(F)F